C(C)OC=1C=CC(=C(CSC2=NC=3N(C(N(C(C3N2C)=O)C)=O)C)C1)OC 8-((5-ethoxy-2-methoxybenzyl)thio)-1,3,7-trimethyl-1H-purine-2,6(3H,7H)-dione